7'-benzyl 1-(tert-butyl) 2'-(2-ethoxypyridin-3-yl)-6'H-spiro[piperidine-4,5'-[1,7]naphthyridine]-1,7'(8'H)-dicarboxylate C(C)OC1=NC=CC=C1C1=NC=2CN(CC3(C2C=C1)CCN(CC3)C(=O)OC(C)(C)C)C(=O)OCC3=CC=CC=C3